C(CCCCCCCCC\C=C/CCCC)CC(=O)[O-] (Z)-11-Hexadecenylacetat